2-isopropyl-4,6-dimethylphenol C(C)(C)C1=C(C(=CC(=C1)C)C)O